7-Methoxy-1-(methyl-d3)-1H-indazol-6-amine hydrochloride Cl.COC=1C(=CC=C2C=NN(C12)C([2H])([2H])[2H])N